3,7-Dibromo-5-fluoroquinoline BrC=1C=NC2=CC(=CC(=C2C1)F)Br